4-(tert-butoxy)-2-chloro-6,8-difluoroquinazoline C(C)(C)(C)OC1=NC(=NC2=C(C=C(C=C12)F)F)Cl